(2-(2-(cyclopropylmethoxy)-6-(difluoromethyl)pyridin-3-yl)-1,6-naphthyridin-7-yl)methylamine C1(CC1)COC1=NC(=CC=C1C1=NC2=CC(=NC=C2C=C1)CN)C(F)F